Tert-butyl 4-(2-(1-(4-hydroxyphenyl)piperidin-4-yl)ethyl)piperidine-1-carboxylate OC1=CC=C(C=C1)N1CCC(CC1)CCC1CCN(CC1)C(=O)OC(C)(C)C